2-{2-[bis({[2-(α-L-fucopyranosyloxy)ethyl]amino}-2-oxoethyl)amino]acetamido}acetic acid [C@@H]1([C@@H](O)[C@H](O)[C@H](O)[C@@H](O1)C)OCCNC(CN(CC(=O)NCC(=O)O)CC(NCCO[C@H]1[C@@H](O)[C@H](O)[C@H](O)[C@@H](O1)C)=O)=O